N1=C(C=NC=C1)C1CC=NN1C(=O)C12CC(C1)(C2)CN2N=CC1=CC(=CC=C21)C#N 1-((3-(5-(pyrazin-2-yl)-4,5-dihydro-1H-pyrazole-1-carbonyl)bicyclo[1.1.1]pentan-1-yl)methyl)-1H-indazole-5-carbonitrile